(1S,2S)-1-amino-7-(methoxymethyl)-4,4-dimethyl-1,2,3,4-tetrahydronaphthalen-2-ol (2R,3R)-2,3-dihydroxysuccinate monohydrate O.O[C@@H](C(=O)O)[C@H](C(=O)O)O.N[C@@H]1[C@H](CC(C2=CC=C(C=C12)COC)(C)C)O